7-(dimethoxymethyl)-6-((2-carbonyl-1,3-oxazepan-3-yl)methyl)-3,4-dihydro-1,8-naphthyridine-1(2H)-formamide COC(C1=C(C=C2CCCN(C2=N1)C(=O)N)CN1C(OCCCC1)=C=O)OC